OC1(C(C=CC=2C(C3=CC=CC=C3C(C12)=O)=O)O)S(=O)(=O)[O-].[Na+] sodium 1,2-dihydroxyanthraquinonesulfonate